4-(benzyloxy)-3-methoxybenzoic acid benzyl ester C(C1=CC=CC=C1)OC(C1=CC(=C(C=C1)OCC1=CC=CC=C1)OC)=O